ClC=1C=C2C(=C3C1NC(NC31CCCCC1)=O)OC(=N2)CNC2CCOCCC2 5-chloro-2-{[(oxepan-4-yl)amino]methyl}-7,8-dihydro-6H-spiro[[1,3]oxazolo[5,4-f]quinazoline-9,1'-cyclohexane]-7-one